C(C)(C)C1=C(C=C(C(=O)O)C=C1)CNC=1C=NC=NC1 4-isopropyl-3-((pyrimidin-5-ylamino)methyl)benzoic acid